ClC=1C=C2C(=C(C(NC2=CC1)=O)C1=NNC(C1)C1=CC(=C(C=C1)OC)F)C1=CC=CC=C1 6-chloro-3-[5-(3-fluoro-4-methoxy-phenyl)-4,5-dihydro-1H-pyrazol-3-yl]-4-phenyl-1H-quinolin-2-one